1-(2,2,2-trifluoroethyl)-1H-indazol FC(CN1N=CC2=CC=CC=C12)(F)F